N1(CCCC1)C1CCNCC1 4-(1-Pyrrolidinyl)piperidine